(Z)-3-(2-(4,8-dimethylnon-3-en-1-yl)-1,3-dioxolan-4-yl)-1-phenylpropan-1-one C/C(=C/CCC1OCC(O1)CCC(=O)C1=CC=CC=C1)/CCCC(C)C